BP borylPhosphine